4-(pyridin-3-yl)pyridin N1=CC(=CC=C1)C1=CC=NC=C1